C(C)(C)(C)OC(=O)NC[C@H](CN1[N+](=C2C=CC=CC2=C1)C)O[Si](C)(C)C(C)(C)C 2-((R)-3-((tert-butoxycarbonyl)-amino)-2-((tert-butyldimethylsilyl)oxy)-propyl)-1-methyl-2H-indazol-1-ium